COC(=O)C1=CC=NN1C(F)(F)Br 1-(bromodifluoromethyl)-1H-pyrazole-5-carboxylic acid methyl ester